4-{(S)-2-[(S)-2-(Methoxycarbonylamino)-3-phenylpropanamido]-2-[2-(3-methylthiophen-2-yl)thiazol-4-yl]ethyl}phenylsulfamic acid COC(=O)N[C@H](C(=O)N[C@@H](CC1=CC=C(C=C1)NS(O)(=O)=O)C=1N=C(SC1)C=1SC=CC1C)CC1=CC=CC=C1